COC(=O)C1=NC=C(N=C1)N1CCCCC1 5-(piperidin-1-yl)pyrazine-2-carboxylic acid methyl ester